[K+].C(CC)C=C(C(=O)[O-])C.C(C)(C)(C)N1[C@@H](CC1)CN(C(=O)OC)C1(CC1)C1=CC(=C(C=C1)F)C(F)(F)F tert-butyl-(S)-2-(((1-(4-fluoro-3-(trifluoromethyl)phenyl)cyclopropyl)(methoxycarbonyl)amino)methyl)azetidine (3-propyl methacrylate) potassium salt